3-{5-[4-(oxolan-3-yl)piperazin-1-yl]-1H-pyrrolo[3,2-b]pyridin-3-yl}-1-[4-(trifluoromethyl)phenyl]urea O1CC(CC1)N1CCN(CC1)C1=CC=C2C(=N1)C(=CN2)NC(NC2=CC=C(C=C2)C(F)(F)F)=O